NC=1C2=C(NN1)CN(C2)C=O 3-AMINO-PYRROLO[3,4-C]PYRAZOLE-5(1H,4H,6H)CARBALDEHYDE